N1[C@@H](CCC1)C(=O)OC1CCC2=CCC3(CC12)CC3 tetrahydrospiro[cyclopropane-1,5'-inden]-3'-yl L-prolinate